(S,2S,5S)-2-(difluoromethyl)-8-hydroxy-5-methyl-7,9-dioxo-N-(2,4,6-trifluorobenzyl)-2,3,4,5,7,9-hexahydro-1,6-methanopyrido[1,2-b][1,2,5]triazonine-10-carboxamide FC([C@@H]1CC[C@@H](N2C(C=3N(N1C2)C=C(C(C3O)=O)C(=O)NCC3=C(C=C(C=C3F)F)F)=O)C)F